C(C=C)(=O)N1C[C@H](OC[C@H]1C)CNC1=C2C(=NC=C1)NC=C2 4-((((2R,5R)-4-acryloyl-5-methylmorpholin-2-yl)methyl)amino)-1H-pyrrolo[2,3-b]pyridine